N-[[4-(aminomethyl)-3-methyl-phenyl]methyl]-2-[3-methyl-5-(1-piperidylsulfonyl)indol-1-yl]propanamide NCC1=C(C=C(C=C1)CNC(C(C)N1C=C(C2=CC(=CC=C12)S(=O)(=O)N1CCCCC1)C)=O)C